4-(chloromethyl)-2-(2,4-dioxotetrahydropyrimidin-1(2H)-yl)isoindoline-1,3-dione ClCC1=C2C(N(C(C2=CC=C1)=O)N1C(NC(CC1)=O)=O)=O